2-hydroxypropane-1,2,3-tricarboxylic acid triethyl ester (triethyl citrate) C(C)C(C(C(C(=O)O)(CC)CC)(O)C(=O)O)C(=O)O.C(C)OC(=O)CC(CC(=O)OCC)(C(=O)OCC)O